BrC1=CN(C=2N=C(N=C(C21)N)Cl)[C@@H]2C[C@@H]([C@H]1OC(O[C@H]12)(C)C)C1=CC(=CC=C1)OC 5-bromo-2-chloro-7-((3aS,4R,6R,6aR)-6-(3-methoxyphenyl)-2,2-dimethyltetrahydro-4H-cyclopenta[d][1,3]dioxol-4-yl)-7H-pyrrolo[2,3-d]pyrimidin-4-amine